N-phenylthiocarbamic acid (diheptylphenyl) ester C(CCCCCC)C=1C(=C(C=CC1)OC(NC1=CC=CC=C1)=S)CCCCCCC